C(#N)CC=1N=C2N(N(C(C(=C2N2[C@H](CN[C@@H](C2)CC)CC)C#N)=O)C)C1 2-(cyanomethyl)-8-((2s,5r)-2,5-diethylpiperazin-1-yl)-5-methyl-6-oxo-5,6-dihydroimidazo[1,2-b]pyridazine-7-carbonitrile